C(CC(=O)C)(=O)NCC(=O)O acetoacetylglycine